(R)-3-(5-(aminomethyl)-1-oxoisoindolin-2-yl)-3-methylpiperidine-2,6-dione NCC=1C=C2CN(C(C2=CC1)=O)[C@]1(C(NC(CC1)=O)=O)C